COCCN1N=NC=C1 1-(2-Methoxy-ethyl)-1H-[1,2,3]triazol